OC1(CN(CC1)C(=O)OC(C)(C)C)C=1SC(=CC1)C(CSC1=NC(=NC2=CC=CC=C12)C(F)(F)F)=O tert-butyl 3-hydroxy-3-(5-(2-((2-(trifluoromethyl)quinazolin-4-yl)thio)acetyl)thiophen-2-yl)pyrrolidine-1-carboxylate